CCCCCCCCCCCCCCCCCCC(=O)OC[C@H](COP(=O)(O)OC[C@H](CO)O)OC(=O)CCCCCCC/C=C\CCCCCCCCC 1-nonadecanoyl-2-(9Z-nonadecenoyl)-glycero-3-phospho-(1'-sn-glycerol)